5,5-dimethyltetrahydrofuran-2-one CC1(CCC(O1)=O)C